[Na].C(CCCCCCCCCCCCCCCCC)(=O)OCC(OC(CCCCCCCCCCCCCCCCC)=O)COP(=O)(O)OCCN 1,2-distearoyl-glycero-3-phosphoethanolamine sodium salt